bisphenol A-13C O[13C]1=CC=C(C=C1)C(C)(C)C1=CC=C(C=C1)O